CC1=C(C(=CC=C1)C)C1=C(C(=CC=C1)C1=C(C=CC=C1C)C)P(C1=CC=CC=C1)C1=C(C=CC=C1)S(=O)(=O)O [2,6-bis(2,6-dimethylphenyl)phenyl]-(2-sulfophenyl)phenylphosphine